distearoyl-glyceramide C(CCCCCCCCCCCCCCCCC)(=O)C(C(C(=O)N)O)(O)C(CCCCCCCCCCCCCCCCC)=O